(R,Z)-4-fluoro-N-(4-(methylsulfonyl)but-3-en-2-yl)-1-((5-(pyrrolidin-1-yl)-[1,1'-biphenyl]-2-yl)sulfonyl)piperidine-4-carboxamide FC1(CCN(CC1)S(=O)(=O)C1=C(C=C(C=C1)N1CCCC1)C1=CC=CC=C1)C(=O)N[C@H](C)\C=C/S(=O)(=O)C